6-((5-chloro-3-(2,2-difluoroethoxy)pyridin-2-yl)oxy)-7-methyl-N-(4-methyl-1,1-dioxidotetrahydro-2H-thiopyran-4-yl)imidazo[1,2-b]pyridazine-2-carboxamide ClC=1C=C(C(=NC1)OC=1C(=CC=2N(N1)C=C(N2)C(=O)NC2(CCS(CC2)(=O)=O)C)C)OCC(F)F